ClC1=CC2=C(C=N1)CC1(CNCC1)O2 6-chloro-3H-spiro[furo[3,2-c]pyridin-2,3'-pyrrolidine]